1-[(11Z,14Z)-1-Nonyleicos-11,14-dien-1-yl]pyrrolidine C(CCCCCCCC)C(CCCCCCCCC\C=C/C\C=C/CCCCC)N1CCCC1